FC1=C(C=C(C2=CC=CC=C12)C1=C(C(=NC=2[C@@H]3[C@H](CCC12)C3)N3CC1(CN(C1)C(C=C)=O)CC3)C#N)O (P)-(6aR,7aS)-4-(4-fluoro-3-hydroxy-1-naphthalenyl)-2-(2-(2-propenoyl)-2,6-diazaspiro[3.4]octan-6-yl)-6,6a,7,7a-tetrahydro-5H-cyclopropa[h]quinoline-3-carbonitrile